tert-butyl (2R)-2-methyl-4-oxopiperidine-1-carboxylate C[C@H]1N(CCC(C1)=O)C(=O)OC(C)(C)C